NC1=CN=C(N(C1=O)CC(=O)NCC1=CC=2C=NC=CC2N1S(=O)(=O)C1=CC=CC=C1)C1=CC=CC=C1 2-(5-amino-6-oxo-2-phenylpyrimidin-1(6H)-yl)-N-((1-(phenylsulfonyl)-1H-pyrrolo[3,2-c]pyridine-2-yl)methyl)acetamide